4-(4-(4-CYANO-4-METHYLPIPERIDIN-1-YL)-6,8-DIFLUOROQUINOLINE-3-CARBONYL)-N-ETHYLPIPERAZINE-1-CARBOXAMIDE C(#N)C1(CCN(CC1)C1=C(C=NC2=C(C=C(C=C12)F)F)C(=O)N1CCN(CC1)C(=O)NCC)C